C1(=CC=CC2=CC=CC=C12)[C@@H](C)NC(=O)C1=CC=C2C=NNC2=C1 (R)-N-(1-(naphthalen-1-yl)ethyl)-1H-indazole-6-carboxamide